N=1C=NN2C1C=CC(=C2)C=2C(=CN1N=C(N=C(C12)OC)NC1CCN(CC1)C(C)=O)F 1-(4-((5-([1,2,4]triazolo[1,5-a]pyridin-6-yl)-6-fluoro-4-methoxypyrrolo[2,1-f][1,2,4]triazin-2-yl)amino)piperidin-1-yl)ethan-1-one